Linalyl acetate (3,7-dimethylocta-1,6-dien-3-yl acetate) CC(C=C)(CCC=C(C)C)CC(=O)O.C(C)(=O)OC(C)(C=C)CCC=C(C)C